O=C1NC(CCC1N1C(C2=CC=CC(=C2C1=O)NCCOCCOCCOCCOCCNC(OC(C)(C)C)=O)=O)=O 1-Tert-Butyl (14-((2-(2,6-dioxopiperidin-3-yl)-1,3-dioxoisoindolin-4-yl)amino)-3,6,9,12-tetraoxatetradecyl)carbamate